C(C)(C)(C)OC(=O)N1CCC(CC1)OC1=CC=NC2=CC(=CC=C12)Cl 4-((7-chloroquinolin-4-yl)oxy)piperidine-1-carboxylic acid tert-butyl ester